FC(C=1C=C(C(=O)OC)C=C(C1)SC(F)(F)F)(F)F methyl 3-(trifluoromethyl)-5-(trifluoromethylsulfanyl)benzoate